(S)-1-(4-fluoro-1-(methyl-d3)-1H-indazol-5-yl)-3-(2-(4-fluoro-3,5-dimethylphenyl)-4-methyl-4,5,6,7-tetrahydro-2H-pyrazolo[4,3-c]pyridin-3-yl)-1,3-dihydro-2H-imidazol-2-one FC1=C2C=NN(C2=CC=C1N1C(N(C=C1)C=1N(N=C2C1[C@@H](NCC2)C)C2=CC(=C(C(=C2)C)F)C)=O)C([2H])([2H])[2H]